C(C)(C)N1C(=NN=C1)C1=CC=CC(=N1)N1C(N(CC1)C1=CC=C(C=C1)C(C)N1CCOCC1)=O 1-(6-(4-isopropyl-4H-1,2,4-triazol-3-yl)pyridin-2-yl)-3-(4-(1-morpholinoethyl)phenyl)imidazolidin-2-one